ClC1=C(C=CC2=C1C(=N[C@H](C=1N2C(=NN1)C)C)C=1C(=C(C=CC1F)O)F)Cl 3-[(4S)-7,8-dichloro-1,4-dimethyl-4H-[1,2,4]triazolo[4,3-a][1,4]benzodiazepine-6-Yl]-2,4-difluoro-phenol